FC1=C(C(=C(C(=C1F)F)F)F)SP1(O[C@@H]([C@@H](S1)C1=CC=CC=C1)C1=CC=CC=C1)=S (4S,5R)-2-((perfluorophenyl)thio)-4,5-diphenyl-1,3,2-oxathiaphospholane 2-sulfide